(1S,4S)-N,N-dimethyl-6-azaspiro[3.4]octan-1-amine CN([C@H]1CC[C@]12CNCC2)C